Br.OCC=1C=C(C#N)C=CC1 3-hydroxymethylbenzonitrile hydrobromide